1-hexyl-3-methylimidazole bis(trifluoromethanesulfonyl)imide salt [N-](S(=O)(=O)C(F)(F)F)S(=O)(=O)C(F)(F)F.C(CCCCC)N1CN(C=C1)C